[4-[4-[6-chloro-4-(trifluoromethyl)-2-pyridyl]piperazin-1-yl]sulfonylphenyl]-4-[2-(3,6-diazabicyclo[3.1.1]heptan-6-yl)ethyl]benzamide ClC1=CC(=CC(=N1)N1CCN(CC1)S(=O)(=O)C1=CC=C(C=C1)C1=C(C(=O)N)C=CC(=C1)CCN1C2CNCC1C2)C(F)(F)F